(R)-2-(cyclohexylmethyl)pent-4-enoic acid C1(CCCCC1)C[C@H](C(=O)O)CC=C